2-ethoxyl-4-(6-fluoro-3,4-dihydroisoquinolin-2(1H)-yl)-6-methylbenzene O(CC)C1=CC(=CC(=C1)N1CC2=CC=C(C=C2CC1)F)C